S1C=NC2=C1N=C1C=CC=CC1=N2 quinoxalinothiazole